C[C@@H]1N(C[C@H](N(C1)[C@@H](C)C=1C=C2N=CC=NC2=CC1)C)N1N=C2C(N(C(C(=C2)OC)=O)C)=C1 ((2S,5R)-2,5-dimethyl-4-((S)-1-(quinoxalin-6-yl)ethyl)piperazin-1-yl)-6-methoxy-4-methyl-2,4-dihydro-5H-pyrazolo[4,3-b]pyridin-5-one